C(C1=CC=CC=C1)OC1=C(C(=C(C(=O)OCC)C(=C1)C(F)F)C)C ethyl 4-(benzyloxy)-6-(difluoromethyl)-2,3-dimethylbenzoate